ClC1=C2C(=NC3=CC=CC=C13)CCCCC2 11-chloro-7,8,9,10-tetrahydro-6H-cyclohepta[b]quinoline